FC1=CC[C@@H](CC1)[C@@H](C(=O)NC1=CC=C(C=C1)C=1C(=[N+](C=CC1C)[O-])C)NC(=O)C1=CC=NN1C 3-(4-((S)-2-((R)-4-fluorocyclohex-3-en-1-yl)-2-(1-methyl-1H-pyrazole-5-carboxamido)acetamido)phenyl)-2,4-dimethylpyridine 1-oxide